ClC1=C(C=CC=C1Cl)C=1C=CN=C2C(=C(C=NC12)C(=O)N[C@H]1CCOC2=CC=CC=C12)N(C)C 8-(2,3-dichlorophenyl)-N-[(4S)-3,4-dihydro-2H-chromen-4-yl]-4-(dimethylamino)-1,5-naphthyridine-3-carboxamide